(5-isopropyl-1H-pyrazol-3-yl)[(1R,5S,6r)-6-(4-phenyl-4H-1,2,4-triazol-3-yl)-3-azabicyclo[3.1.0]hex-3-yl]methanone benzyl-4-oxo-8-azaspiro[4.5]dec-2-ene-8-carboxylate C(C1=CC=CC=C1)OC(=O)N1CCC2(C(C=CC2)=O)CC1.C(C)(C)C1=CC(=NN1)C(=O)N1C[C@H]2C([C@H]2C1)C1=NN=CN1C1=CC=CC=C1